2,2-difluoro-2-(fluorosulfonyl)acetic acid trifluoromethyl ester FC(F)(F)OC(C(S(=O)(=O)F)(F)F)=O